(R)-tert-butyl 3-(6-fluoro-7-hydroxymethyl-2-methyl-4-carbonylquinolin-1(4H)-yl)pyrrolidine-1-carboxylate FC=1C=C2C(C=C(N(C2=CC1CO)[C@H]1CN(CC1)C(=O)OC(C)(C)C)C)=C=O